(2-isopropylpyridin-3-yl)boronic acid HCl Cl.C(C)(C)C1=NC=CC=C1B(O)O